OC(C)COC(C(=C)C)=O 2-Hydroxy-3-methacryloxypropane